C1(CCCCC1)CNC1=NC2=C(C=CC=C2C(=N1)N[C@H](C)C=1SC=CC1)C=1CCNCC1 (R)-N2-(cyclohexylmethyl)-8-(1,2,3,6-tetrahydropyridin-4-yl)-N4-(1-(thiophen-2-yl)ethyl)quinazoline-2,4-diamine